FC1(CC(C1)C1=CC(=C(C(=O)OC)C=C1)C1=CCC(CC1)C(F)(F)F)F methyl 4-(3,3-difluorocyclobutyl)-2-[4-(trifluoromethyl)cyclohexen-1-yl]benzoate